(chloromethyl)-5-fluoro-7-hydroxyquinazolin-4(3H)-one ClCC1=NC2=CC(=CC(=C2C(N1)=O)F)O